CN(C1=CC(=NC=C1)[C@@H](C)NC(=O)C1=CC2=CC=CC(=C2C=C1)C1=CC=C(C=C1)C(F)(F)F)C (R)-N-(1-(4-(dimethylamino)pyridin-2-yl)ethyl)-5-(4-(trifluoromethyl)phenyl)-2-naphthamide